C1(CCCCC1)N1C(=CC=2C1=C1C(=NC2)NC=C1)C1=CC=C(C=C1)OC 1-cyclohexyl-2-(4-methoxyphenyl)-1,6-dihydrodipyrrolo[2,3-b:2',3'-d]Pyridine